7-((3,4-Difluorobenzyl)oxy)-2-(2-(dimethylamino)acetyl)-3,4,11,11a-tetrahydro-1H-pyrazino[1',2':3,4]imidazo[1,2-c]pyrimidin-9(2H)-one FC=1C=C(COC=2C=C3N(C(N2)=O)CC2N3CCN(C2)C(CN(C)C)=O)C=CC1F